O=C(C=CC(=O)OCCC(=O)O)OC1(CCC1)C1=CC=C(C=C1)C(F)(F)F 3-(4-oxo-4-(1-(4-(trifluoromethyl)phenyl)cyclobutoxy)but-2-enoyloxy)propanoic acid